C(C)(=O)NC1=CC=C(C=C1)NC(=O)C1=CNC2=CC=CC=C2C1=O N-[4-(acetylamino)phenyl]-4-oxo-1H-quinoline-3-carboxamide